N1(C=NC=C1)C1=CC=C(C=C1)N1C=NC=C1 1,4-di(1H-imidazol-1-yl)benzene